C(C)C1=CC2=C(C3=CC=CC=C3C(=C2C=C1)OC(=O)OCCCCCCC)OC(=O)OCCCCCCC 2-ethyl-9,10-bis(n-heptyloxycarbonyloxy)anthracene